(5'S,7a'R)-5'-(3,5-difluorophenyl)-1-(6-methoxypyrazine-2-carbonyl)tetrahydro-3'H-spiro[piperidine-4,2'-pyrrolo[2,1-b]-[1,3]-oxazol]-3'-one FC=1C=C(C=C(C1)F)[C@@H]1CC[C@H]2OC3(C(N21)=O)CCN(CC3)C(=O)C3=NC(=CN=C3)OC